C(C)(C)(C)C=1C=C(C=C(C1O)N1N=C2C(=N1)C=CC(=C2)Cl)CCC(=O)O 3-[3-t-butyl-5-(5-chloro-2H-benzotriazol-2-yl)-4-hydroxyphenyl]propionic acid